CN1C(=O)NC(=O)C=C1 1-methyluracil